4-fluorosulfonyloxymethyl-2,2-dioxo-1,3,2-dioxathiolane FS(=O)(=O)OCC1OS(OC1)(=O)=O